PHENANTHROQUINOLIZIDINE C1CCCN2CCC3=C(C12)C=CC=1C=2C=CC=CC2C=CC13